FC1=CC=C(C=C1)C([C@H]1CN2C(C=3N1N=CC(C3O)=O)=NC=C2)C2=CC=C(C=C2)F (S)-6-(bis(4-fluorophenyl)methyl)-11-hydroxy-5,6-dihydro-10H-imidazo[2',1':3,4]pyrazino[1,2-b]pyridazin-10-one